O(C1=CC=CC=C1)C1CC(C1)NC(OC(C)(C)C)=O tert-Butyl ((1r,3r)-3-phenoxycyclobutyl)carbamate